C(C)(C)(C)OC(=O)N1CC2(C1)CC(C2)=O.FC(C2CN(C2)C2CC1(CN(C1)C(=O)OC(C)(C)C)C2)(F)F tert-butyl 6-[3-(trifluoromethyl)azetidin-1-yl]-2-azaspiro[3.3]heptane-2-carboxylate Tert-butyl-6-oxo-2-azaspiro[3.3]heptane-2-carboxylate